2-((2S)-1-Acryloyl-4-(7-(3,4-dihydroquinolin-1(2H)-yl)-2-(3-(dimethylamino)pyrrolidin-1-yl)-5,6,7,8-tetrahydroquinazolin-4-yl)piperazin-2-yl)acetonitrile C(C=C)(=O)N1[C@H](CN(CC1)C1=NC(=NC=2CC(CCC12)N1CCCC2=CC=CC=C12)N1CC(CC1)N(C)C)CC#N